C1(=CC=CC=C1)CC(=O)N[C@@H](C1=C(C=CC=C1)Cl)C(=O)O (S)-N-phenylacetyl-o-chlorophenylglycine